ClC1=C(C(=CC=C1)Cl)/C=C/C(/C)=N/OCC1=C(C=CC=C1)\C(\C(=O)NC)=N/OC (2E)-2-{2-[({[(2E,3E)-4-(2,6-dichlorophenyl)but-3-en-2-ylidene]amino}oxy)methyl]-phenyl}-2-(methoxyimino)-N-methylethanamide